3-(trimethoxysilyl)propyl-n-hexadecyldimethyl-ammonium iodide [I-].CO[Si](CCC[N+](C)(C)CCCCCCCCCCCCCCCC)(OC)OC